C(C)(C)(C)OC(NCCOC1=CC(=C(C(=C1)F)C=O)F)=O (2-(3,5-difluoro-4-formylphenoxy)ethyl)carbamic acid tert-butyl ester